FC1=C2CN(C(C2=CC=C1CN1CCN(CC1)C1=CC=C(C=C1)C(=C(CC)C1=CC=CC=C1)C1=CC=C(C=C1)O)=O)C1C(NC(CC1)=O)=O 3-(4-fluoro-5-((4-(4-(1-(4-hydroxyphenyl)-2-phenylbut-1-en-1-yl)phenyl)piperazin-1-yl)methyl)-1-oxoisoindolin-2-yl)piperidine-2,6-dione